CC1N(CCCC1)C1=NC(=NC=C1)C1=CN=C2N1C=C(N=C2)C(F)(F)F 3-(4-(2-Methylpiperidin-1-yl)pyrimidin-2-yl)-6-(trifluoromethyl)imidazo[1,2-a]pyrazine